BrC=1C(=C(OC2CCC(CC2)CC(CN2CCN(CC2)C2=CC=C3C(=NN(C3=C2)C)C2C(NC(CC2)=O)=O)(F)F)C=CC1)C 3-(6-(4-(3-((1r,4r)-4-(3-bromo-2-methylphenoxy)cyclohexyl)-2,2-difluoropropyl)piperazin-1-yl)-1-methyl-1H-indazol-3-yl)piperidine-2,6-dione